O1CCC(CC1)C(=O)OC1CNC1 azetidin-3-yl tetrahydropyran-4-carboxylate